ClC=1C=C(C(=NC1)OC)C(C(=O)OC)C1=C(C=C(C=C1)C(F)(F)F)[N+](=O)[O-] methyl 2-(5-chloro-2-methoxy-3-pyridyl)-2-[2-nitro-4-(trifluoromethyl)phenyl]-acetate